CN1C=NC=C1C(=O)N1CC2(CCN3N=C(C=C32)C=3C=NC2=CC=CC=C2C3)C1 (1-methyl-1H-imidazol-5-yl)[2'-(quinolin-3-yl)-5',6'-dihydrospiro[azetidine-3,4'-pyrrolo[1,2-b]pyrazol]-1-yl]methanone